FC(CC=CCCC(=O)[O-])(F)F 7,7,7-trifluorohept-4-enoate